3-(4,5-dimethylthiazol-2-yl)-2,5-diphenyltetrazole bromide [Br-].CC=1N=C(SC1C)N1N(NC(=N1)C1=CC=CC=C1)C1=CC=CC=C1